1-benzyloxycarbonyl-5-(fluoromethyl)-3-methyl-piperidine-3-carboxylic acid C(C1=CC=CC=C1)OC(=O)N1CC(CC(C1)CF)(C(=O)O)C